C1C(CC12CCNCC2)N2C(=NC1=C3CC[C@@H](NC3=CC=C12)C)CC1=CC=CC=C1 (7S)-3-{7-Azaspiro[3.5]nonan-2-yl}-2-benzyl-7-methyl-3H,6H,7H,8H,9H-imidazo[4,5-f]chinolin